P(=O)(O)(O)O.CC=1N=C(NC(C1C)=O)NC1=NC2=CC(=CC=C2C(=N1)C)[Na] 2-((4,5-dimethyl-6-oxo-1,6-dihydropyrimidin-2-yl)amino)-4-methyl-quinazolin-7-yl-sodium phosphate